CC1=C2C(=NC=C1)CC(C2)CNCCC2CN(C(O2)=O)C2=NC1=C(OCC(N1)=O)N=C2 6-[5-[2-[(4-Methyl-6,7-dihydro-5H-cyclopenta[b]pyridin-6-yl)methylamino]ethyl]-2-oxo-1,3-oxazolidin-3-yl]-4H-pyrazino[2,3-b][1,4]oxazin-3-one